1-(tert-butyl) 2-methyl (2S,3R)-3-((tert-butyldiphenylsilyl)oxy)pyrrolidine-1,2-dicarboxylate [Si](C1=CC=CC=C1)(C1=CC=CC=C1)(C(C)(C)C)O[C@H]1[C@H](N(CC1)C(=O)OC(C)(C)C)C(=O)OC